8-benzyl-6-(7,8-difluoro-3-quinolyl)-5-oxa-7-azaspiro[3.5]non-6-ene C(C1=CC=CC=C1)C1N=C(OC2(CCC2)C1)C=1C=NC2=C(C(=CC=C2C1)F)F